COC1=CC(=NC(=C1)C1=C(C=CC=C1)C=1C(=C(C=C(C1)C)C12CC3(CC(CC(C1)(C3)C)(C2)C)C)[O-])C2=C(C=CC=C2)C=2C(=C(C=C(C2)C)C23CC1(CC(CC(C2)(C1)C)(C3)C)C)[O-].C[Zr+2]C Dimethylzirconium [2',2'''-(4-(methoxy)pyridine-2,6-diyl)bis(5-methyl-3-((3r,5r,7r)-3,5,7-trimethyladamantan-1-yl)-[1,1'-biphenyl]-2-olate)]